ethyleneglycol bis[(3-ethyl-3-oxetanylmethyl) methyl] ether C(C)C1(COC1)CCOCCOCCC1(COC1)CC